4-isopropyl-N-(1-(3,4,5-trimethoxyphenyl)-1H-imidazol-4-yl)thieno[3,2-d]pyrimidin-2-amine C(C)(C)C=1C2=C(N=C(N1)NC=1N=CN(C1)C1=CC(=C(C(=C1)OC)OC)OC)C=CS2